C([C@H](O)C1=CC=CC=C1)(=O)OCC R-ethyl mandelate